6,6-difluoro-5-hydroxy-4,5-dimethyl-3-oxo-hexanoic acid ethyl ester C(C)OC(CC(C(C(C(F)F)(C)O)C)=O)=O